N-(3-fluorobenzyl)-1H-indazol-5-amine FC=1C=C(CNC=2C=C3C=NNC3=CC2)C=CC1